FC(C(C(C(F)(F)F)(F)F)(F)F)(S(=O)(=O)O)F Perfluorobutane-sulfonic acid